C\C(=C/CC=1C(=C(C(=O)O)C(=CC1O)CCCC=C)O)\CCC=C(C)C 3-[(2E)-3,7-dimethyloct-2,6-dien-1-yl]-2,4-dihydroxy-6-(pent-4-en-1-yl)benzoic acid